C(C)(C)(C)OC(=O)NCC1CCN(CC1)C1(NC=CC=N1)C(=O)OC methyl 2-[4-(tert-butoxycarbonylamino-methyl)-piperidin-1-yl]-pyrimidine-carboxylate